tert-butyl (2R,4R)-2-(methoxymethyl)-4-(5-(3-(trifluoromethoxy)phenyl)oxazole-2-carboxamido)pyrrolidine-1-carboxylate COC[C@@H]1N(C[C@@H](C1)NC(=O)C=1OC(=CN1)C1=CC(=CC=C1)OC(F)(F)F)C(=O)OC(C)(C)C